CN(C(=O)C=1OC2=C(C1)C=C(C(=C2)C2=CN=C(N=N2)N([C@@H]2[C@@H]([C@H]1CC[C@@H](C2)N1C(=O)OC(C)(C)C)F)C)OCOC)C tert-butyl (1R,2S,3S,5S)-3-([6-[2-(dimethylcarbamoyl)-5-(methoxymethoxy)-1-benzofuran-6-yl]-1,2,4-triazin-3-yl](methyl)amino)-2-fluoro-8-azabicyclo[3.2.1]octane-8-carboxylate